1-methylethyl N-[(3S)-1-[3-(2-methoxy-3-pyridyl) pyrazolo[1,5-a]pyrimidin-5-yl]-3-pyrrolidinyl]-N-methylcarbamate COC1=NC=CC=C1C=1C=NN2C1N=C(C=C2)N2C[C@H](CC2)N(C(OC(C)C)=O)C